6-bromo-4H-pyrazino[2,3-b][1,4]Oxazin-3-one BrC1=NC2=C(OCC(N2)=O)N=C1